NC1=NC=NN2C1=C(C=C2C=2N=C(N(C2)C)C)C2=CC(=C(C=C2)NC(OC(C)(C)C)=O)OC tert-Butyl (4-(4-amino-7-(1,2-dimethyl-1H-imidazol-4-yl)pyrrolo[2,1-F][1,2,4]triazin-5-yl)-2-methoxyphenyl)carbamate